The molecule is an arenesulfonic acid that is 2,5-dichloro-4-(pyrazol-1-yl)benzene-1-sulfonic acid in which the pyrazole ring is substituted by methyl, (4-sulfophenyl)diazenyl and hydroxy groups at positions 3, 4, and 5 respctively. The disodium salt is the biological stain 'lissamine fast yellow'. It has a role as an allergen, a food colouring and a histological dye. It is a member of azobenzenes, a member of pyrazoles, a dichlorobenzene, a heteroaryl hydroxy compound and an arenesulfonic acid. It is a conjugate acid of a lissamine fast yellow(2-). CC1=C(C(=O)N(N1)C2=CC(=C(C=C2Cl)S(=O)(=O)O)Cl)N=NC3=CC=C(C=C3)S(=O)(=O)O